ClC=1C=C(C=CC1)N1C2=C(C=C(C1=O)C1=CN(C(C=C1)=O)C)SC(=N2)OCC 4-(3-chlorophenyl)-2-ethoxy-6-(1-methyl-6-oxo-1,6-dihydropyridin-3-yl)thiazolo[4,5-b]pyridin-5(4H)-one